cyclobutylmethyl cis-2-(biphenyl-3-ylmethyl)-3-((methylsulfonyl)amino)piperidine-1-carboxylate C1(=CC(=CC=C1)C[C@@H]1N(CCC[C@@H]1NS(=O)(=O)C)C(=O)OCC1CCC1)C1=CC=CC=C1